FC(C1=CC=C(C=C1)N1N=C(C=C1C(C)O)N1CCN(CC1)CCN1CCOCC1)F 1-[2-[4-(difluoromethyl)phenyl]-5-[4-(2-morpholinoethyl)piperazin-1-yl]pyrazol-3-yl]ethanol